C[SiH](N[SiH](C)C)C 1,1,3,3-tetramethyl-disilazane